C=C(CCC(=O)C(O)(C[N+](C)(C)C)CC([O-])=O)CCC 4-methyleneheptanoyl-carnitine